[1,1-biphenyl]-4,4-diol C1(=CCC(C=C1)(O)O)C1=CC=CC=C1